C=C(C)C=1SC(=CN1)S(=O)(=O)N 2-(prop-1-en-2-yl)thiazole-5-sulfonamide